C(C)(C)OCCN(CCC(C(=O)O)NC(=O)C=1C(=NC=NC1)C(F)(F)F)CCCCC1=NC=2NCCCC2C=C1 4-[2-isopropoxyethyl-[4-(5,6,7,8-tetrahydro-1,8-naphthyridin-2-yl)butyl]amino]-2-[[4-(trifluoromethyl)pyrimidine-5-carbonyl]amino]butanoic acid